6-(Difluoromethyl)pyridine-2-carboxamide FC(C1=CC=CC(=N1)C(=O)N)F